3-(2-chlorophenyl)-3-oxopropionitrile ClC1=C(C=CC=C1)C(CC#N)=O